NCCCCCCN1CCN(CC1)C=1C=C2CN(C(C2=CC1)=O)C1C(NC(CC1)=O)=O 3-(5-(4-(6-aminohexyl)piperazin-1-yl)-1-oxoisoindolin-2-yl)piperidine-2,6-dione